C(C)(=O)N1C(C(C=C1C1=CC=CC=C1)(C)CS(=O)(=O)C1=CC(=CC=C1)Br)=O 1-acetyl-3-(((3-bromophenyl)sulfonyl)methyl)-3-methyl-5-phenyl-1,3-dihydro-2H-pyrrol-2-one